4-(4-(tert-butyl)-1H-imidazol-1-yl)pyridin-2-amine C(C)(C)(C)C=1N=CN(C1)C1=CC(=NC=C1)N